C(C)(C)(C)C=1C=C(C=C(C1O)C(C)(C)C)C1=CC(=C(C(=C1)C(C)(C)C)O)C(C)(C)C 3,3',5,5'-tetra-tert-butyl-4,4'-biphenyldiol